FC1=NC(=CC=C1C1=NN(C=C1C(=O)OCC1=CC=CC=C1)C1CCOCC1)F Benzyl 3-(2,6-difluoropyridin-3-yl)-1-(oxan-4-yl)pyrazole-4-carboxylate